O=C1C2=C(OC13CC3)C=C(C=C2)NC(C)=O N-(3-oxo-3H-spiro[benzofuran-2,1'-cyclopropane]-6-yl)acetamide